2-((2-(2,3-dihydro-1H-pyrido[3,4-b][1,4]oxazin-1-yl)-2-oxoethyl)amino)-4,6-bis(trifluoromethyl)nicotinonitrile N1(C2=C(OCC1)C=NC=C2)C(CNC2=C(C#N)C(=CC(=N2)C(F)(F)F)C(F)(F)F)=O